triphenyl-(2-pyridylmethyl)phosphine bromide hydrochloride Cl.[Br-].C1(=CC=CC=C1)P(CC1=NC=CC=C1)(C1=CC=CC=C1)C1=CC=CC=C1